(1's,16'R,17'S,20's)-dispiro[cyclopropane-1,10'-[8,19]dioxa-[12]azatetracyclo[18.2.2.02,7.012,17]tetracosane-16',3''-morpholine] N1[C@]2(COCC1)CCCN1CC3(COC4CCCCC4C4CCC(OC[C@@H]12)CC4)CC3